(3S,4R)-3-fluoro-1-[4-({8-[3-(methanesulfonyl-methyl)azetidin-1-yl]-7-methyl-5-(propan-2-yl)isoquinolin-3-yl}amino)pyrimidin-2-yl]-3-methyl-piperidin-4-ol F[C@]1(CN(CC[C@H]1O)C1=NC=CC(=N1)NC=1N=CC2=C(C(=CC(=C2C1)C(C)C)C)N1CC(C1)CS(=O)(=O)C)C